N1(CCCC1)CC=1C2=C(CNC1)C=CS2 7-(pyrrolidin-1-ylmethyl)-4H,5H-thieno[3,2-c]pyridin